FC1=CC=C(C=C1)N1CCN(C2=CC=CC=C12)C(C(C)N1CCN(CC1)C)=O 1-(4-(4-Fluorophenyl)-3,4-dihydroquinoxaline-1(2H)-yl)-2-(4-methylpiperazin-1-yl)propan-1-one